6-bromo-3-(tert-butyl)dibenzo[b,d]furan BrC1=CC=CC=2C3=C(OC21)C=C(C=C3)C(C)(C)C